(1R,8R,9R,10S,11S,12R,Z)-8-(((R)-tert-butylsulfinyl)amino)-3-(hydroxymethyl)-13-oxa-2-thiabicyclo[7.3.1]tridec-5-ene-10,11,12-triyl tribenzoate C(C1=CC=CC=C1)(=O)O[C@H]1[C@H]2[C@@H](C\C=C/CC(S[C@H]([C@@H]([C@H]1OC(C1=CC=CC=C1)=O)OC(C1=CC=CC=C1)=O)O2)CO)N[S@](=O)C(C)(C)C